tert-Butyl 2-(((tert-Butoxycarbonyl)((3,3-difluorocyclobutyl)methyl)amino)methyl)-6-cyano-1H-indole-1-carboxylate C(C)(C)(C)OC(=O)N(CC1CC(C1)(F)F)CC=1N(C2=CC(=CC=C2C1)C#N)C(=O)OC(C)(C)C